tryptophan aspartate N[C@@H](CC(=O)O)C(=O)O.N[C@@H](CC1=CNC2=CC=CC=C12)C(=O)O